Dioctadecyl-methyl-ammonium tetrakis(phenyl)borate C1(=CC=CC=C1)[B-](C1=CC=CC=C1)(C1=CC=CC=C1)C1=CC=CC=C1.C(CCCCCCCCCCCCCCCCC)[NH+](C)CCCCCCCCCCCCCCCCCC